(5S,6S)-8,9-difluoro-6-methyl-5,6-dihydro-4H-pyrrolo[3,2,1-ij]quinolin-5-amine FC=1C=C2[C@@H]([C@@H](CN3C2=C(C1F)C=C3)N)C